(RS)-cis-4-(1-(but-2-ynoyl)hexahydro-1H-pyrrolo[3,4-b]pyridin-6(2H)-yl)-5-fluoro-2,3-dimethyl-1H-indole-7-carboxamide C(C#CC)(=O)N1[C@@H]2[C@H](CCC1)CN(C2)C2=C1C(=C(NC1=C(C=C2F)C(=O)N)C)C